C1(CCC1)\C(\C)=N\NS(=O)(=O)C1=CC=C(C=C1)C N'-[(1E)-1-cyclobutylethylidene]-4-methylbenzenesulfonohydrazide